BrC=1C=C(C=C2C=CC(=C(C12)CC)F)OC 8-bromo-1-ethyl-2-fluoro-6-methoxynaphthalene